1-(6,7-dihydro-5H-spiro[benzo[b]thiophene-4,1'-cyclopropane]-7-yl)-N-methylmethylamine C12(CC1)CCC(C=1SC=CC12)CNC